Cl.CC=1C=C(C=CC1C)NC1N(C(=NC(=N1)N)N1CCCC1)C1=CC=C(C=C1)F N-(3,4-Dimethylphenyl)-N1-(4-fluorophenyl)-6-pyrrolidin-1-yl-[1,3,5]triazine-2,4-diamine hydrochloride